FC(C1=C(C=C(N)C=C1)N1N=CC(=N1)C(F)(F)F)(F)F 4-(trifluoromethyl)-3-(4-(trifluoromethyl)-2H-1,2,3-triazol-2-yl)aniline